N-(3,3-difluorocyclohexane-1-carbonyl)-O-(trans-3-(2-(5,6,7,8-tetrahydro-1,8-naphthyridin-2-yl)ethyl)cyclobutyl)homoserine FC1(CC(CCC1)C(=O)N[C@@H](CCO[C@@H]1C[C@H](C1)CCC1=NC=2NCCCC2C=C1)C(=O)O)F